ClC=1C=CC(=NC1)OC(C(=O)[O-])(F)F.[Cs+] cesium 2-((5-chloropyridin-2-yl) oxy)-2,2-difluoroacetate